C1(=CC=CC2=CC=CC=C12)C=1C=C(SC1)C(CC(=O)OC)=O methyl 3-(4-(naphthalen-1-yl) thiophen-2-yl)-3-oxopropanoate